3-(glycidyloxy)propyltriethoxysilane C(C1CO1)OCCC[Si](OCC)(OCC)OCC